CC1=C(C(NC(=C1)C)=O)CNC(=O)C=1C=C(C=C(C1C)N(CC)C1CCC(CC1)N(C)C)C1=CC=C(C=C1)S(=O)(=O)C N-((4,6-dimethyl-2-oxo-1,2-dihydropyridin-3-yl)methyl)-5-(((1r,4r)-4-(dimethylamino)cyclohexyl)(ethyl)amino)-4-methyl-4'-(methylsulfonyl)-[1,1'-biphenyl]-3-carboxamide